FC1=CC=C(C=C1)N(C(=O)C1(CC1)C(=O)N)C1=NC(=NC=C1)NC1=CC=CC=C1 N-(4-fluorophenyl)-N-(2-(phenylamino)pyrimidin-4-yl)cyclopropane-1,1-dicarboxamide